C1(=CC=CC=C1)S(=O)(=O)C1=CC=C(C=C1)C1=NC=C(C=C1)N1C2=CC=C(C=C2C=2C=C(C=CC12)N1C2=CC=CC=C2C=2C=CC=CC12)N1C2=CC=CC=C2C=2C=CC=CC12 9'-(2-(4-(Phenylsulfonyl)phenyl)pyridin-5-yl)-9'H-9,3':6',9''-tercarbazole